C1(CCCC1)C[C@@]1(CN(CCC1)C1=CC(=C(C(=C1)F)S(=O)(=O)N(C1=NC=NC=C1)CC1=C(C=C(C=C1)OC)OC)F)N(C)C (S)-4-(3-(Cyclopentylmethyl)-3-(dimethylamino)piperidin-1-yl)-N-(2,4-dimethoxybenzyl)-2,6-difluoro-N-(pyrimidin-4-yl)benzenesulfonamide